diphenyl-(4-fluorophenyl)sulfonium C1(=CC=CC=C1)[S+](C1=CC=C(C=C1)F)C1=CC=CC=C1